CC1=CC(=CC=2NC(=NC21)CCC)C(=O)O 4-methyl-2-propyl-1H-benzo[d]imidazole-6-carboxylic acid